NC1=C(C2=C(C=C(C=C2C=C1)S(=O)(=O)O)O)O 2-amino-1,8-dihydroxy-naphthalene-6-sulfonic acid